NC1=NC=2C=C(C=CC2C2=C1COC2)CN(C(=O)C=2C=NC(=NC2)C2CC2)C=2C(=NC=CC2)C(F)(F)F N-({4-amino-1H,3H-furo[3,4-c]quinolin-7-yl}methyl)-2-cyclopropyl-N-[2-(tri-fluoromethyl)pyridin-3-yl]pyrimidine-5-carboxamide